N-(2-(6-fluoro-4-methoxy-1-((2-(trimethylsilyl)ethoxy)methyl)-1H-indazol-3-yl)ethyl)-N-methylpropan-2-amine FC1=CC(=C2C(=NN(C2=C1)COCC[Si](C)(C)C)CCN(C(C)C)C)OC